9-bromo-5-(2-chloro-5,6-difluoroquinazolin-4-yl)-2,3,4,5-tetrahydropyrido[4,3-b][1,4]oxazepine BrC1=CN=CC2=C1OCCCN2C2=NC(=NC1=CC=C(C(=C21)F)F)Cl